N-(benzenesulfonyl)-4-piperazin-1-ylbenzamide C1(=CC=CC=C1)S(=O)(=O)NC(C1=CC=C(C=C1)N1CCNCC1)=O